Z-pyrrolo[3,2-c]pyridine-6-carboxylate N=1C=CC2=CN=C(CC21)C(=O)[O-]